5-bromo-3-(2-(trifluoromethyl)benzyl)quinazoline BrC=1C2=CN(CN=C2C=CC1)CC1=C(C=CC=C1)C(F)(F)F